Cl.Cl.N1C2=C(C=C(C1)N)N=CC=C2 1H-pyrido[3,2-b]pyridin-3-amine dihydrochloride